S(=O)(=O)([O-])[O-].S(=O)(=O)([O-])[O-].S(=O)(=O)([O-])[O-].S(=O)(=O)([O-])[O-].[Zr+4].[Zr+4] Zirconium Tetrasulfate